[N+](=O)([O-])C=1C(=NC=C(C1)C(F)(F)F)C(=O)NN 3-nitro-5-(trifluoromethyl)pyridinehydrazide